C(C)(C)(C)OC(=O)N(C(OC(C)(C)C)=O)C1=NC2=CC=C(C=C2C(N1)=O)C tert-butyl N-tert-butoxycarbonyl-N-(6-methyl-4-oxo-3H-quinazolin-2-yl)carbamate